C(C)(C)(C)OC(=O)N1CC2=NN(C(=C2C1)C=1C=CC2=C(C=CO2)C1)CC=1C=NC=CC1 3-(benzofuran-5-yl)-2-(pyridin-3-ylmethyl)-2,6-dihydropyrrolo[3,4-c]pyrazole-5(4H)-carboxylic acid tert-butyl ester